2-chloro-N-(1-(4-methoxybenzyl)-1H-1,2,4-triazole-3-yl)-6-methylbenzamide ClC1=C(C(=O)NC2=NN(C=N2)CC2=CC=C(C=C2)OC)C(=CC=C1)C